2-[4-[2-[(2S)-2-methylazetidin-1-yl]-6,7-dihydro-5H-cyclopenta[d]pyrimidin-4-yl]phenyl]propan-2-ol C[C@@H]1N(CC1)C=1N=C(C2=C(N1)CCC2)C2=CC=C(C=C2)C(C)(C)O